2-ethenyl-N-{8-fluoro-2-methylimidazo[1,2-a]pyridin-6-yl}-4-(piperazin-1-yl)indazole-7-carboxamide C(=C)N1N=C2C(=CC=C(C2=C1)N1CCNCC1)C(=O)NC=1C=C(C=2N(C1)C=C(N2)C)F